BrC1=C2C=C(C(N(C2=CC(=C1)C=1CCOCC1)C)=O)C 5-bromo-7-(3,6-dihydro-2H-pyran-4-yl)-1,3-dimethylquinolin-2(1H)-one